(S)-6-chloro-7-fluoro-2-(5-(1-fluoroethyl)-1H-1,2,4-triazol-3-yl)-5-methoxy-3-(1H-pyrazol-4-yl)-1H-indole ClC1=C(C=C2C(=C(NC2=C1F)C1=NNC(=N1)[C@H](C)F)C=1C=NNC1)OC